C(C)O/C=C/C=1C(=CC(N(C1)C(C(=O)OCC)CC(C)C)=O)C(F)(F)F (E)-ethyl 2-(5-(2-ethoxyvinyl)-2-oxo-4-(trifluoromethyl)pyridin-1(2H)-yl)-4-methylpentanoate